C(#N)C1=CC=C(CC[C@@]2(CN(CC2)C(C)(C)C2=NC=CC=C2)C(=O)N)C=C1 (R)-3-(4-cyanophenethyl)-1-(2-(pyridin-2-yl)propan-2-yl)pyrrolidine-3-carboxamide